(R)-4-(5-chloro-2-methoxyphenyl)-N-(5-((5-(N,S-dimethylsulfonimidoyl)pyridin-2-yl)methoxy)-1,3,4-thiadiazol-2-yl)-6-methylnicotinamide ClC=1C=CC(=C(C1)C1=CC(=NC=C1C(=O)NC=1SC(=NN1)OCC1=NC=C(C=C1)[S@@](=O)(=NC)C)C)OC